O[C@H]1[C@@H](O[C@@H]([C@@H]([C@@H]1N1N=NC(=C1)C1=CC(=C(C(=C1)F)F)F)O)CO)SC(C(=O)N(C)C)C(C)(C)O (((2S,3R,4S,5R,6R)-3,5-dihydroxy-6-(hydroxymethyl)-4-(4-(3,4,5-trifluorophenyl)-1H-1,2,3-triazol-1-yl)tetrahydro-2H-pyran-2-yl)thio)-3-hydroxy-N,N,3-trimethylbutanamide